C(#N)C1=C2C[C@@H](CNC2=CC=C1)[C@@H](C1=CC=CC=C1)NC[C@H](C)C=1C=C(C=CC1)CC(=O)O |o1:21| 2-(3-((R or S)-1-(((S)-((S)-5-cyano-1,2,3,4-tetrahydroquinolin-3-yl)(phenyl)methyl)amino)propan-2-yl)phenyl)acetic acid